dihydropyrazolopyrimidine C1C2=NC=NC=C2NN1